7-(cyclopropylmethoxy)-1H-benzo[d]imidazole-5-carboxamide C1(CC1)COC1=CC(=CC2=C1NC=N2)C(=O)N